C(C)OC1=CC=C(C=N1)C1=NOC(=C1)C1=NNC2=CC(=C(C=C12)F)OCCOC 3-[3-(6-Ethoxypyridin-3-yl)-1,2-oxazol-5-yl]-5-fluoro-6-(2-methoxyethoxy)-1H-indazol